(S)-1-(3,4-difluorophenyl)ethan-1-amine hydrochloride Cl.FC=1C=C(C=CC1F)[C@H](C)N